(3S,5R,8R,9S,10S,13R,14S,17R)-14-hydroxy-10,13-dimethyl-17-(2-oxo-2H-pyran-5-yl)hexadecahydro-1H-cyclopenta[a]phenanthren-3-yl 2-morpholinoacetate O1CCN(CC1)CC(=O)O[C@H]1CC[C@@]2([C@H]3CC[C@@]4([C@H](CC[C@@]4([C@@H]3CC[C@@H]2C1)O)C=1C=CC(OC1)=O)C)C